(5-ACETYLTHIEN-2-YL)ACETIC ACID C(C)(=O)C1=CC=C(S1)CC(=O)O